(2R)-2-(2-chloroacetyl)piperidine-1-carboxylic acid tert-butyl ester C(C)(C)(C)OC(=O)N1[C@H](CCCC1)C(CCl)=O